BrC=1C(=C(OC2CCC(CC2)OCC=O)C=CC1)C 2-(((1r,4r)-4-(3-bromo-2-methylphenoxy)cyclohexyl)oxy)acetaldehyde